C1(=CC=CC=C1)C(C)NCC(=O)OCC ethyl (1-phenylethyl)glycinate